copper-silver bromide [Ag]Br.[Cu]